BrC1C(NC(C=C1)=O)=O 3-Bromopyridine-2,6-dione